(3S)-3-(5-chloro-2-methoxyphenyl)-3-fluoro-1,3-dihydro-6-(trifluoromethyl)-2H-indol-2-one ClC=1C=CC(=C(C1)[C@@]1(C(NC2=CC(=CC=C12)C(F)(F)F)=O)F)OC